2-((3RS,4RS)-4-(((6-((((S*)-6,6-dimethyltetrahydro-2H-pyran-3-yl)methyl)(ethyl)amino)-5-fluoropyrimidin-4-yl)amino)methyl)-3-hydroxypiperidin-1-yl)acetamide CC1(CC[C@H](CO1)CN(C1=C(C(=NC=N1)NC[C@@H]1[C@H](CN(CC1)CC(=O)N)O)F)CC)C |o1:4,&1:17,18|